C[C@H]1CC[C@@H](N(C1)C(C(=O)NC=1C=C(C=NC1)C(=O)N)=O)C1=CC=C(C=C1)C1=NNC=C1 5-[[2-[(2R,5S)-5-methyl-2-[4-(1H-pyrazol-3-yl)phenyl]-1-piperidyl]-2-oxo-acetyl]amino]pyridine-3-carboxamide